((2-chlorophenyl)(phenyl)amino)-N-(7-(hydroxyamino)-7-oxoheptyl)pyrimidine-5-carboxamide ClC1=C(C=CC=C1)N(C1=CC=CC=C1)C1=NC=C(C=N1)C(=O)NCCCCCCC(=O)NO